FC1=C2C(NC(=NC2=CC(=C1)OC[C@@H]1[C@H](CN(CC1)C)F)CSC1CCOCC1)=O 5-fluoro-7-(((3R,4R)-3-fluoro-1-methylpiperidin-4-yl)methoxy)-2-(((tetrahydro-2H-pyran-4-yl)thio)methyl)quinazolin-4(3H)-one